BrC1=C(C=CC(=C1)OC)C(C(=O)OC)(C1=CC=CC=C1)O methyl 2-(2-bromo-4-methoxyphenyl)-2-hydroxy-2-phenylacetate